C(C)(=O)C1C(CCCC1=O)=O.[Zn+2] zinc (II) 2-acetyl-1,3-cyclohexanedione